C(C)(C)N1N=NC2=C1C=CC(=C2)C=2OC1=C(N2)C=C(C=C1)OC 2-(1-isopropyl-1H-benzo[d][1,2,3]triazol-5-yl)-5-methoxy-benzo[d]oxazole